4-(3-(5-amino-2-chloro-4-fluorophenyl)-1,4-oxazepan-4-yl)-6-methylpyrimidin-2-amine NC=1C(=CC(=C(C1)C1COCCCN1C1=NC(=NC(=C1)C)N)Cl)F